1,4-bis-isocyanatomethylcyclohexane N(=C=O)CC1CCC(CC1)CN=C=O